NCC(C=1N=C(SC1)CO)NC(=O)C=1NC(=CC1)C1=NC=C(C=C1)C(F)(F)F N-(2-Amino-1-(2-(hydroxymethyl)thiazol-4-yl)ethyl)-5-(5-(trifluoromethyl)pyridin-2-yl)-1H-pyrrole-2-carboxamide